2-(((1s,4s)-4-((5-(cinnolin-6-yl)-7H-pyrrolo[2,3-d]pyrimidin-2-yl)amino)cyclohexyl)oxy)ethan-1-ol N1=NC=CC2=CC(=CC=C12)C1=CNC=2N=C(N=CC21)NC2CCC(CC2)OCCO